diphenylantimony tetrakis(pentafluorophenyl)borate FC1=C(C(=C(C(=C1[B-](C1=C(C(=C(C(=C1F)F)F)F)F)(C1=C(C(=C(C(=C1F)F)F)F)F)C1=C(C(=C(C(=C1F)F)F)F)F)F)F)F)F.C1(=CC=CC=C1)[Sb+]C1=CC=CC=C1